O=C1NC(CC[C@H]1N1CCCC2=C(C=CC=C12)C1CCN(CC1)C(=O)OC(C)(C)C)=O |r| racemic-tert-butyl 4-[1-(2,6-dioxo-3-piperidyl)-3,4-dihydro-2H-quinolin-5-yl]piperidine-1-carboxylate